C(C)(C)(C)OC(CNC1CCNCC1)=O piperidin-4-yl-glycine tert-butyl ester